C(CC)(=O)OOC(C)(C)C1=CC=CC=C1 cumyl peroxypropionate